5-bromo-2-chloro-9,9-dimethyl-9H-fluorene BrC1=C2C=3C=CC(=CC3C(C2=CC=C1)(C)C)Cl